CC=1C=C(C=CC1C)C=1NC(C=2N(C1)N=C(C2)C(=O)N[C@H](CCN2N=CN=C2)C2=CC=CC=C2)=O |r| rac-6-(3,4-Dimethylphenyl)-4-oxo-N-[1-phenyl-3-(1,2,4-triazol-1-yl)propyl]-5H-pyrazolo[1,5-a]-pyrazine-2-carboxamide